N(=NC(=O)OCC)C(=O)OCC Diethyl azocarboxylate